2-(chloromethyl)-1-iodo-3-(trifluoromethyl)benzene ClCC1=C(C=CC=C1C(F)(F)F)I